N-((S)-2-((5-((R)-1-(5,5-difluoro-2-oxopiperidin-1-yl)-2-morpholinoethyl)thiazol-2-yl)amino)-1-((1r,4S)-4-methylcyclohexyl)-2-oxoethyl)-1-(ethyl-d5)-1H-pyrazole-5-carboxamide FC1(CCC(N(C1)[C@H](CN1CCOCC1)C1=CN=C(S1)NC([C@H](C1CCC(CC1)C)NC(=O)C1=CC=NN1C(C([2H])([2H])[2H])([2H])[2H])=O)=O)F